ClC1=C(C=C(C=C1)C=1C(=C(C(=C(C1)OC)O)O)C=O)[N+](=O)[O-] 4'-chloro-3,4-dihydroxy-5-methoxy-3'-nitro-[1,1'-biphenyl]-2-Formaldehyde